butyl (s)-acrylate C(C=C)(=O)OCCCC